C(C1=CC=C(C=C1)C(C(C)(C)O)=O)C1=CC=C(C=C1)C(C(C)(O)C)=O 1,1'-(methylenedi-4,1-phenylene)bis(2-hydroxy-2-methyl-1-propanone)